(S)-N-((6-(2-chloro-3-fluorophenyl)-4-((3-(trifluoromethyl)-phenyl)sulfonyl)-3,4-dihydro-2H-benzo[b][1,4]oxazin-2-yl)methyl)-2,2-difluoropropanamide ClC1=C(C=CC=C1F)C1=CC2=C(O[C@H](CN2S(=O)(=O)C2=CC(=CC=C2)C(F)(F)F)CNC(C(C)(F)F)=O)C=C1